tert-Butyl (R)-2-((1-(2-(ethylsulfonyl)-6-methyl-4-oxo-4H-chromen-8-yl)ethyl)amino)benzoate C(C)S(=O)(=O)C=1OC2=C(C=C(C=C2C(C1)=O)C)[C@@H](C)NC1=C(C(=O)OC(C)(C)C)C=CC=C1